3-hydroxy-N-(2-methoxyethyl)-N,3-dimethylbutanamide OC(CC(=O)N(C)CCOC)(C)C